[Ca].[Be].[Si] silicon beryllium calcium